4-bromo-1,1':4',1''-terphenyl BrC1=CC=C(C=C1)C1=CC=C(C=C1)C1=CC=CC=C1